8-mercapto-6-(benzylthio)octanoic acid SCCC(CCCCC(=O)O)SCC1=CC=CC=C1